6-Methoxypyrido[3,4-d]pyrimidin-4(3H)-one COC1=CC2=C(N=CNC2=O)C=N1